ethyl-3,4-dihydroisoquinoline C(C)C1=NCCC2=CC=CC=C12